C(C1=CC=CC=C1)OC(=O)NC=1CN(C=CC(C1)(F)F)C(=O)OC(C)(C)C Tert-butyl 3-(((benzyloxy) carbonyl) amino)-5,5-difluoroazepine-1-carboxylate